BrC=1SC=2C(N[C@H](CN3C2C1OCC3=O)C)=O (S)-2-bromo-7-methyl-7,8-dihydro-3-oxa-1-thia-5a,8-diazabenzo[cd]azulene-5,9(4H,6H)-dione